1-(2-(4-isobutylphenyl)propylamino)-2,4,6-triphenylpyridine tetrafluoroborate F[B-](F)(F)F.C(C(C)C)C1=CC=C(C=C1)C(CNN1C(C=C(C=C1C1=CC=CC=C1)C1=CC=CC=C1)C1=CC=CC=C1)C